tert-butyl (2R,4S)-4-(4-amino-3-iodo-1H-pyrazolo[3,4-d]pyrimidin-1-yl)-2-(methoxymethyl)pyrrolidine-1-carboxylate NC1=C2C(=NC=N1)N(N=C2I)[C@H]2C[C@@H](N(C2)C(=O)OC(C)(C)C)COC